ClC=1C(=C(CN2[C@@H](C[C@@](CC2)(C(=O)O)CC2=NC(=CC(=C2C)C2=NC=CC=C2C)NC2=NNC(=C2)C)C)C=CC1)F (2R,4R)-1-(3-chloro-2-fluorobenzyl)-4-((3,3'-dimethyl-6'-((5-meth-yl-1H-pyrazol-3-yl)amino)-[2,4'-bipyridin]-2'-yl)methyl)-2-meth-ylpiperidine-4-carboxylic acid